9H-fluoren-9-ylmethyl N-[(1S)-5-(tert-butoxycarbonylamino)-1-[[(1R)-3-(tert-butoxycarbonylamino)-1-[[tert-butyl(dimethyl)silyl]oxymethyl]propyl]carbamoyl]pentyl]carbamate C(C)(C)(C)OC(=O)NCCCC[C@@H](C(N[C@H](CCNC(=O)OC(C)(C)C)CO[Si](C)(C)C(C)(C)C)=O)NC(OCC1C2=CC=CC=C2C=2C=CC=CC12)=O